bromo-4-(bromomethyl)benzoic acid methyl ester COC(C1=C(C=C(C=C1)CBr)Br)=O